1-((allyl)methyl)-3,5-dinitrobenzene C(C=C)CC1=CC(=CC(=C1)[N+](=O)[O-])[N+](=O)[O-]